methyl (1R,2S,5S)-3-[(2S)-2-[(7,7-difluoro-2-azaspiro(3.3)heptane-2-carbonyl)amino]-3,3-dimethyl-butanoyl]-6,6-dimethyl-3-azabicyclo[3.1.0]hexane-2-carboxylate FC1(CCC12CN(C2)C(=O)N[C@H](C(=O)N2[C@@H]([C@H]1C([C@H]1C2)(C)C)C(=O)OC)C(C)(C)C)F